PYRAZOLO[3,4-B]PYRAZIN N1N=CC=2C1=NC=CN2